4-(((tert-butyldimethylsilyl)oxy)methyl)-2-hydroxy-6-methyl-nicotinonitrile [Si](C)(C)(C(C)(C)C)OCC1=CC(=NC(=C1C#N)O)C